C(C)(=O)N1CC2(C1)N(C(C(NC2=O)C)=O)CC2=CC=C(C=C2)C(F)(F)F 2-acetyl-7-methyl-5-(4-(trifluoromethyl)benzyl)-2,5,8-triazaspiro[3.5]nonane-6,9-dione